(2R)-1-[(4aR,8aS)-3,4,4a,5,6,7,8,8a-octahydro-2H-quinolin-1-yl]-2-amino-3-[benzyl(methyl)amino]propan-1-one N1(CCC[C@H]2CCCC[C@H]12)C([C@@H](CN(C)CC1=CC=CC=C1)N)=O